N-Boc-5-nitroso-hexahydropyrrolo[3,4-c]pyrrole C(=O)(OC(C)(C)C)N1CC2CN(CC2C1)N=O